(2S,5S)-2-[3-(4-chlorophenyl)phenyl]-5-[(2,2,2-trifluoroethyl-amino)methyl]-1,4-oxazepan-3-one ClC1=CC=C(C=C1)C=1C=C(C=CC1)[C@@H]1OCC[C@H](NC1=O)CNCC(F)(F)F